6-(3-(5-chloropyridin-3-yl)-1,2,4-thiadiazol-5-yl)-2-((5-fluoropyridin-3-yl)methyl)-pyridazin-3(2H)-one ClC=1C=C(C=NC1)C1=NSC(=N1)C=1C=CC(N(N1)CC=1C=NC=C(C1)F)=O